BrC=1C=C(C2=C(N(C(N2)=O)C=2SC(=NN2)C(F)F)C1)N1C[C@H](N(CC1)C(C(C)C)=O)C 6-bromo-1-[5-(difluoromethyl)-1,3,4-thiadiazol-2-yl]-4-[(3R)-3-methyl-4-(2-methylpropanoyl)piperazin-1-yl]-3H-1,3-benzodiazol-2-one